Tert-butyl 6-{3-[1-(2,6-dioxo-1-{[2-(trimethylsilyl)ethoxy]methyl}piperidin-3-yl)-3-methyl-2-oxo-1,3-benzodiazol-4-yl]phenyl}-2,6-diazaspiro[3.5]nonane-2-carboxylate O=C1N(C(CCC1N1C(N(C2=C1C=CC=C2C=2C=C(C=CC2)N2CC1(CN(C1)C(=O)OC(C)(C)C)CCC2)C)=O)=O)COCC[Si](C)(C)C